naphthalene-1,4,5,8-tetracarboxylic acid-diimide C1(=CC=C(C=2C(=CC=C(C12)C(=O)O)C(=O)O)C(O)=N)C(O)=N